ClC1=C(C(=CC=C1)Cl)N1C=2N(C3=C(C1=O)C=NC(=N3)NC3=CC(=C(C=C3)C3(CCN(CC3)C)C)C)CCN2 6-(2,6-dichlorophenyl)-2-((4-(1,4-dimethylpiperidin-4-yl)-3-methylphenyl)amino)-8,9-dihydroimidazo[1,2-a]pyrimido[5,4-e]pyrimidin-5(6H)-one